BrC=1C(=CC(=C(C1)NC(=O)N[C@@H](C)C=1N(N=CN1)C1=NC=CC=N1)C)C 1-(5-bromo-2,4-dimethyl-phenyl)-3-[(1S)-1-(2-pyrimidin-2-yl-1,2,4-triazol-3-yl)ethyl]urea